butyl-4-hydroxyphenol C(CCC)C1=C(C=CC(=C1)O)O